2-(2-(2-Fluoro-4-nitrophenoxy)-4-isopropylphenyl)-4,4,5,5-tetramethyl-1,3,2-dioxaborolane FC1=C(OC2=C(C=CC(=C2)C(C)C)B2OC(C(O2)(C)C)(C)C)C=CC(=C1)[N+](=O)[O-]